C(#N)N1CCC(CC1)C1C=2N(NCC1)C=C(N2)C2=CC=C(C=C2)OC2=CC=CC=C2 8-(1-cyanopiperidin-4-yl)-2-(4-phenoxyphenyl)-5,6,7,8-tetrahydroimidazo[1,2-b]Pyridazine